C(C)C1=CC2=C(C3=CC=CC=C3C(=C2C=C1)OCCC)OCCC 2-ethyl-9,10-dipropyloxyanthracene